C1NCC2=CC(=CC=C12)C(=O)N isoindoline-5-carboxamide